FC=1C=NNC1C(=O)Cl 4-fluoro-1H-pyrazole-5-carboxylic acid chloride